N-(3-((cyclopropylmethyl)(methyl)amino)phenyl)-4-hydroxy-1-isobutyl-2-oxo-1,2-dihydroquinoline-3-carboxamide C1(CC1)CN(C=1C=C(C=CC1)NC(=O)C=1C(N(C2=CC=CC=C2C1O)CC(C)C)=O)C